t-butanol C(C)(C)(C)O